C(CC)[AlH]CCC di-n-propylaluminium hydride